6-fluoro-N-((3S,4R)-3-fluoro-1-(oxetan-3-yl)piperidin-4-yl)-4-(methoxy-d3)-5-(1-(2,2,2-trifluoroethyl)-1H-benzo[d][1,2,3]triazol-6-yl)pyrrolo[2,1-f][1,2,4]triazin-2-amine FC=1C(=C2C(=NC(=NN2C1)N[C@H]1[C@H](CN(CC1)C1COC1)F)OC([2H])([2H])[2H])C=1C=CC2=C(N(N=N2)CC(F)(F)F)C1